NC1=NNC(C2=CC(=CC(=C12)C1=CC=C(C=C1)NC(=O)C=1C(N(C(N(C1)C(C)C)=O)C1=NC=CC=C1)=O)C1CCN(CC1)C(C(C)C)=O)=O N-(4-(4-amino-7-(1-isobutyrylpiperidin-4-yl)-1-oxo-1,2-dihydrophthalazin-5-yl)phenyl)-1-isopropyl-2,4-dioxo-3-(pyridin-2-yl)-1,2,3,4-tetrahydropyrimidine-5-carboxamide